dihydro-5H-pyrrolol N1C(C=CC1)O